FC1=C(C(=CC=C1)F)NC(C(C)(C)C)=O N-(2,6-difluorophenyl)trimethyl-acetamide